(R)-3-(3-(4-fluoro-2-methylphenoxy)-6-(trifluoromethyl)pyridazine-4-carboxamido)piperidine-1-carboxylic acid tert-butyl ester C(C)(C)(C)OC(=O)N1C[C@@H](CCC1)NC(=O)C1=C(N=NC(=C1)C(F)(F)F)OC1=C(C=C(C=C1)F)C